C(C)(C)C1=C(C=CC(=C1)C=1N=C(SC1)NC1=CC=C(C=C1)S(=O)(=O)C)S(=O)(=O)N isopropyl-4-(2-((4-(methylsulfonyl)phenyl)amino)thiazol-4-yl)benzenesulfonamide